ethyl 2-(cyanomethyl)-6-methyl-1-oxo-3,4-dihydropyrrolo[1,2-a]pyrazine-7-carboxylate C(#N)CN1C(C=2N(CC1)C(=C(C2)C(=O)OCC)C)=O